N1=C(C=CC=C1)SSCCN 2-(pyridin-2-yldisulfanyl)ethanamine